1-butyl-3-methylpyrimidine thiocyanate [S-]C#N.C(CCC)N1CN(CC=C1)C